C(C1=CC=CC=C1)OC=1C=C(C(=O)O)C=CC1OCC1=CC=CC=C1 3,4-Dibenzyloxybenzoic acid